COC1=C(C=C(C=C1)C2=CC(=O)C3=C(C=C(C=C3O2)OC)O)C4=C(C=C5C(=C4O)C(=O)C=C(O5)C6=CC=C(C=C6)O)OC The molecule is a biflavonoid that is the 7,4',7''-trimethyl ether derivative of robustaflavone. Isolated from Selaginella doederleinii, it exhibits cytotoxic activity against human cancer cell lines. It has a role as a metabolite and an antineoplastic agent. It is a biflavonoid, a hydroxyflavone, a methoxyflavone and a ring assembly. It derives from a robustaflavone.